NC=1C=C(C=CC1)[C@@H]1C2=C(N(C([C@@H]1NC(C1=CC(=CC=C1)C(F)(F)F)=O)=O)CC)N(N=C2C)C2=CC=CC=C2 |r| rac-N-((4R,5R)-4-(3-aminophenyl)-7-ethyl-3-methyl-6-oxo-1-phenyl-4,5,6,7-tetrahydro-1H-pyrazolo[3,4-b]pyridin-5-yl)-3-(trifluoromethyl)benzamide